bis(1,4-dimethylpentyl)para-phenylenediamine CC(CCC(C)C)NC1=CC=C(C=C1)NC(CCC(C)C)C